FC(C1=C(C(=O)O)C=C(C=C1)F)(F)F 2-(trifluoromethyl)-5-fluorobenzoic acid